ClC=1N(C(C2=C(N1)N(C=C2C2=C(C1=C(N(N=C1C=C2)C)Cl)Cl)COCC[Si](C)(C)C)=O)C 2-chloro-5-(3,4-dichloro-2-methyl-indazol-5-yl)-3-methyl-7-(2-trimethylsilylethoxymethyl)pyrrolo[2,3-d]pyrimidin-4-one